aminopropiophenone hydrochloride CC(C(=O)C1=CC=CC=C1)N.Cl